ClC1=CC=C(C=C1)NC(CCCCCCNC(OC(C)(C)C)=O)=O Tert-butyl (7-((4-chlorophenyl) amino)-7-oxoheptyl)carbamate